2-(1-(4-acryloyl-1-piperazinyl)-7-chloro-4-phenyl-6-phthalazinyl)-3-fluorophenol C(C=C)(=O)N1CCN(CC1)C1=NN=C(C2=CC(=C(C=C12)Cl)C1=C(C=CC=C1F)O)C1=CC=CC=C1